copper cresotate C1(=C(C(=CC=C1)C)O)C(=O)[O-].[Cu+2].C1(=C(C(=CC=C1)C)O)C(=O)[O-]